tert-butyl 4-[3,5-dimethyl-1-[2-oxo-2-[(5-pyrazin-2-yl-2-pyridyl)amino]ethyl]pyrazol-4-yl]-3,6-dihydro-2H-pyridine-1-carboxylate CC1=NN(C(=C1C=1CCN(CC1)C(=O)OC(C)(C)C)C)CC(NC1=NC=C(C=C1)C1=NC=CN=C1)=O